ClC1=C(C=C(OCC(=O)Cl)C=C1)F 2-(4-chloro-3-fluoro-phenoxy)acetyl chloride